5-[6-(6-chloro-2,5-dimethyl-pyrimidin-4-yl)-7,8-dihydro-5H-1,6-naphthyridin-3-yl]thiazole ClC1=C(C(=NC(=N1)C)N1CC=2C=C(C=NC2CC1)C1=CN=CS1)C